OC1=C(C=CC=C1)P(C)C1=C(C=CC=C1)O di(ortho-hydroxyphenyl)-methylphosphine